COC1=C(C=NC=C1)C1=CC2=C(C(=N1)C)C=NN2C2=NC1=C(C=CC=C1C(=C2)N2[C@@H]([C@H](C2)CS(=O)(=O)C)C)O 2-(6-(4-methoxypyridin-3-yl)-4-methyl-1H-pyrazolo[4,3-c]pyridin-1-yl)-4-((2R,3S)-2-methyl-3-((methylsulfonyl)methyl)azetidin-1-yl)quinolin-8-ol